C(C1=CC=CC=C1)N(CC(=O)OCC)C[C@H](CC)NC(=O)OC(C)(C)C Ethyl (S)-N-benzyl-N-(2-((tert-butoxycarbonyl)amino)butyl)glycinate